cholest-5-en-3beta,25,26-triol C(C(C)(CCC[C@@H](C)[C@H]1CC[C@H]2[C@@H]3CC=C4C[C@H](CC[C@]4(C)[C@H]3CC[C@]12C)O)O)O